CC=CC[N+](=O)[O-] 1-methyl-3-nitropropene